2'-O-(2-methoxyethyl)guanosine Di-tert-butyl-(R)-4-([1,1'-biphenyl]-4-yl)-6-oxo-3,6-dihydropyridine-1,2(2H)-dicarboxylate C(C)(C)(C)C1([C@@H](N(C(C=C1C1=CC=C(C=C1)C1=CC=CC=C1)=O)C(=O)O)C(=O)O)C(C)(C)C.COCCO[C@H]1[C@@H](O[C@@H]([C@H]1O)CO)N1C=NC=2C(=O)NC(N)=NC12